ClC1=C(C=C(C(=C1)COC1(CC1)C=1C=NC=CC1C1=C(C=CC=C1)OC1CC1)Cl)CCCCNC[C@@H]([C@H]([C@@H]([C@@H](CO)O)O)O)O (2R,3R,4R,5S)-6-({4-[2,5-dichloro-4-({1-[4-(2-cyclopropoxyphenyl)pyridin-3-yl]cyclopropoxy}methyl)phenyl]butyl}amino)hexane-1,2,3,4,5-pentol